BrC=1C=C2C(=NC(=NC2=CC1)C)C(=O)[O-].[Na+] Sodium 6-bromo-2-methylquinazoline-4-carboxylate